4-(1,5-dimethyl-1,4-hexadienyl)-1-methyl-cyclohexene CC(=CCC=C(C)C)C1CC=C(CC1)C